ClC1COC2=C(O1)C(=CC=C2N2CCNCC2)Cl 2,8-Dichloro-5-(piperazin-1-yl)-2,3-dihydro-1,4-benzodioxine